N-[2-amino-5-(4-chlorophenyl)phenyl]-4-(1-oxo-4,5-dihydro-3H-isothiazol-1-yl)benzamide NC1=C(C=C(C=C1)C1=CC=C(C=C1)Cl)NC(C1=CC=C(C=C1)S1(NCCC1)=O)=O